(E)-2-(4-fluorobenzylidene)-4-hydroxy-2,3-dihydro-1H-inden-1-one FC1=CC=C(\C=C/2\C(C3=CC=CC(=C3C2)O)=O)C=C1